BrC1=CC=C(CNC(C2=C(C=CC(=C2)F)OC([2H])([2H])[2H])=O)C=C1 N-(4-bromobenzyl)-5-fluoro-2-(methoxy-d3)benzamide